2-(1,3-dimethyl-2,6-dioxo-1,2,3,6-tetrahydro-7H-purin-7-yl)propionamide CN1C(N(C=2N=CN(C2C1=O)C(C(=O)N)C)C)=O